NC(C(=O)O)CC.[Na] sodium aminobutyric acid